C(C)(C)(C)C1C[C@@H]2[C@@H](CN(C2)C(=O)O)N1C=1N=NC(=CC1)Cl.C(C)(C)(C)C1=CC=C(C=C1)S |r| 4-(tert-butyl)thiophenol tert-butyl-rac-(3aS,6aS)-1-(6-chloropyridazin-3-yl)-2,3,3a,4,6,6a-hexahydropyrrolo[2,3-c]pyrrole-5-carboxylate